3-[5-[5-[(1R)-1-(3,5-dichloro-4-pyridyl)ethoxy]-1H-indazol-3-yl]-2-pyridyl]-8-methyl-1-oxa-3,8-diazaspiro[4.5]decan-2-one ClC=1C=NC=C(C1[C@@H](C)OC=1C=C2C(=NNC2=CC1)C=1C=CC(=NC1)N1C(OC2(C1)CCN(CC2)C)=O)Cl